10-decyl-4-pyridinecarboxylate CCCCCCCCCCOC(=O)C1=CC=NC=C1